tert-butyl[(2S)-1-[(4-azidobenzyl) (2-thienylmethyl)amino]-6-{[(benzyloxy)-carbonyl]amino}-1-oxohexan-2-yl]carbamate C(C)(C)(C)OC(N[C@H](C(=O)N(CC=1SC=CC1)CC1=CC=C(C=C1)N=[N+]=[N-])CCCCNC(=O)OCC1=CC=CC=C1)=O